3-amino-2-cyclopentyl-N-[3-(1H-pyrazol-4-yl)-1H-indol-7-yl]propanamide NCC(C(=O)NC=1C=CC=C2C(=CNC12)C=1C=NNC1)C1CCCC1